[Cl-].C(C)(C)(C)C1=C(C(=[N+](C=C1)CCNC(C(=C)C)=O)[Sb](=O)(N(C)C)N(C)C)Br tert-butylbis(dimethylamino)antimonyl-(2-methacryloylaminoethyl)-3-bromopyridinium chloride